NC1CC2CCC(C1)N2C=2N(C(C1=C(N2)NC=C1C1=C(C2=CN(N=C2C=C1)CC(C)(C)O)Cl)=O)C 2-(Endo-3-amino-8-azabicyclo[3.2.1]oct-8-yl)-5-(4-chloro-2-(2-hydroxy-2-methylpropyl)-2H-indazol-5-yl)-3-methyl-3,7-dihydro-4H-pyrrolo[2,3-d]pyrimidin-4-one